C1=CC(=CC=2C3=CC=CC=C3NC12)C=1C=C(C=CC1)C1=NC2=C(N1C1=CC=CC=C1)C1=CC=CC=C1C=1C=CC=CC12 (3-(9H-carbazol-3-yl)phenyl)-1-phenyl-1H-phenanthro[9,10-d]imidazole